C(=O)(O)C=1C(=C(C=CC1C(=O)O)C=1C(=C(C(C(=O)O)=CC1)C(=O)O)OC1=CC=C(C=C1)C1=CC=C(C=C1)C=CC(C1=CC=CC=C1)=O)OC1=CC=C(C=C1)C1=CC=C(C=C1)C=CC(C1=CC=CC=C1)=O 4-[3,4-Dicarboxy-2-[4-[4-(3-oxo-3-phenylprop-1-enyl)phenyl]phenoxy]phenyl]-3-[4-[4-(3-oxo-3-phenylprop-1-enyl)phenyl]phenoxy]phthalic acid